(9H-fluorenyl) methyl-carbamate CNC(OC1=CC=CC=2C3=CC=CC=C3CC12)=O